FC(OC1=CC=C(CN2C(=NC=3C2=NC=CC3)CCC(=O)NC[C@H]3CNCCC3)C=C1)(F)F (R)-3-({3-[3-(4-Trifluoromethoxybenzyl)-3H-imidazo[4,5-b]pyridin-2-yl]-propionylamino}-methyl)-piperidin